2,2,6,6-tetramethyl-4-piperidone monohydrate O.CC1(NC(CC(C1)=O)(C)C)C